C(C)C1=CC=CC2=C1N=C(S2)S ethyl-mercaptobenzothiazole